NC1=NC(=CC(=N1)N1C(COCCC1)C1=C(C(=O)N(C)C)C=CC=C1Cl)C [4-(2-amino-6-methyl-pyrimidin-4-yl)-1,4-oxazepan-3-yl]-3-chloro-N,N-dimethylbenzamide